C1=CC=CC2=C1CCCCC=CCCCC2 benzocyclododec-9-ene